1-(benzenesulfonyl)-2-iodo-5,7-dimethyl-pyrrolo[2,3-c]pyridine C1(=CC=CC=C1)S(=O)(=O)N1C(=CC=2C1=C(N=C(C2)C)C)I